indenyl-zirconium tris(benzoate) C(C1=CC=CC=C1)(=O)[O-].C(C1=CC=CC=C1)(=O)[O-].C(C1=CC=CC=C1)(=O)[O-].C1(C=CC2=CC=CC=C12)[Zr+3]